rac-(7R)-7-Ethyl-7-methyl-N-[rac-(6S)-2,4-dimethyl-5-oxo-7,8-dihydro-6H-pyrazolo[1,5-a][1,3]diazepin-6-yl]-5H-furo[3,4-d]pyrimidin-2-carboxamid C(C)[C@]1(OCC2=C1N=C(N=C2)C(=O)N[C@@H]2C(N(C=1N(CC2)N=C(C1)C)C)=O)C |r|